N(=[N+]=[N-])C1=C(C(C2=CC=CC=C2C1=O)=O)N=[N+]=[N-] Diazidonaphthoquinone